COCCCN1N=C(C=C1C=1N=C(N(C1)C)C1=NC(=CC2=C1C=NN2C)C(=O)N)C 4-{4-[1-(3-methoxypropyl)-3-methyl-1H-pyrazol-5-yl]-1-methyl-1H-imidazol-2-yl}-1-methyl-1H-pyrazolo[4,3-c]pyridine-6-carboxamide